FC(CN1N=CC=C1C(=O)O)(F)F 1-(2,2,2-trifluoroethyl)-1H-pyrazole-5-carboxylic acid